2-(5-chloro-4-((4-methoxybenzyl)thio)pyridin-3-yl)malononitrile ClC=1C(=C(C=NC1)C(C#N)C#N)SCC1=CC=C(C=C1)OC